C(C)(C)(C)OC(=O)N1S(OC=C1C)(=O)=O (R)-4-methyl-1,2,3-oxathiazoline-3-carboxylic acid tert-butyl ester 2,2-dioxide